(R)-2-(3-Phenylazetidin-1-yl)-4-((tetrahydro-2H-pyran-4-yl)amino)-6,7-dihydrothieno[3,2-d]pyrimidine 5-oxide C1(=CC=CC=C1)C1CN(C1)C=1N=C(C2=C(N1)CC[S@]2=O)NC2CCOCC2